C(C=C(C)C)CC(=O)O.C(=CCCC)CC(=O)O.O=C1N(CCN1)CCC=C(C(=O)N)C (2-(2-oxo-imidazolin-1-yl)ethyl)methacrylamide pentenyl-acetate (PRENYL-ACETATE)